(2,7-diazaspiro[4.5]decan-2-yl)methanone C1N(CCC12CNCCC2)C=O